FC=1C=C(CCN(C=2SC3=C(N2)C(=C(C=C3F)F)F)CC3=CC=C(C=C3)C#CC(=O)O)C=CC1OC 3-(4-(((3-fluoro-4-methoxyphenethyl)(4,5,7-trifluorobenzo[d]thiazol-2-yl)amino)methyl)phenyl)propiolic acid